dithiodiphenol phosphate P(=O)(O)(O)OC1=C(C=CC=C1)SSC1=C(C=CC=C1)O